ClC=1C(=C(C(=O)OC)C(=C(C1)[N+](=O)[O-])F)F methyl 3-chloro-2,6-difluoro-5-nitrobenzoate